FC1=CC=C(C=C1)C=1N=C2SC=C(N2C1)CC(=O)NNCC1=CC=CC=C1 2-[2-(6-(4-Fluorophenyl)imidazo[2,1-b]thiazol-3-yl)acetyl]-N-benzylhydrazine